F[C@H]1CN(CC[C@H]1OC)C1=NC=CC(=N1)NC=1N=CC2=C(C=C(C(=C2C1)C(C)C)[C@@H]1CN(CCC1)C(C=C)=O)N1CC(C1)CS(=O)(=O)C 1-((R)-3-(3-((2-((3S,4R)-3-fluoro-4-methoxypiperidin-1-yl)pyrimidin-4-yl)amino)-5-isopropyl-8-(3-((methylsulfonyl)methyl)azetidin-1-yl)isoquinolin-6-yl)piperidin-1-yl)prop-2-en-1-one